((((((3R,4R)-3-hydroxypiperidin-4-yl)methyl)amino)-3-isopropylpyrazolo[1,5-a]pyrimidin-7-yl)amino)piperidine-1-carboxylate O[C@H]1CNCC[C@@H]1CNC1=NN2C(N=CC=C2NC2N(CCCC2)C(=O)[O-])=C1C(C)C